C(C)(C)(C)P(C(C)(C)C)(C(C)(C)C)SB(O)O tri-tert-butylphosphinothioboric acid